Butyrylcholine p-toluenesulfonate CC1=CC=C(C=C1)S(=O)(=O)[O-].C(CCC)(=O)OCC[N+](C)(C)C